C1=CC=CC/2=C1CCCC\C2=N/O (E)-6,7,8,9-tetrahydro-5H-benzo[7]annulen-5-one oxime